p-aminobenzoic acid t-butyl ester C(C)(C)(C)OC(C1=CC=C(C=C1)N)=O